FC1=C(C(=O)NC=2SC3=C(N2)C(=CC=C3)OC)C(=CC(=C1)OCCO)F 2,6-difluoro-4-(2-hydroxyethoxy)-N-(4-methoxybenzo[d]thiazol-2-yl)benzamide